2-[2-(aminomethyl)-3,3-difluoro-allyl]-4-[[5-[2-[6-(dimethylamino)-3-pyridinyl]ethynyl]-2-thienyl]methyl]-1,2,4-triazol-3-one NCC(CN1N=CN(C1=O)CC=1SC(=CC1)C#CC=1C=NC(=CC1)N(C)C)=C(F)F